ClC=1C(=NC(=CC1)C1=CC=C(C=2OC(OC21)(F)F)Cl)C(=O)OC Methyl 3-chloro-6-(7-chloro-2,2-difluorobenzo[d][1,3]dioxol-4-yl)picolinate